octahydroxyquinoline vanadium [V].OC12C(C(C(N(C2=CC=CC1)O)(O)O)(O)O)(O)O